ClC=1C=C(C(=O)NC=2C=NC3=CC=CC=C3C2N2CCN(CC2)C2=CC=C(C=C2)OC)C=CC1 3-chloro-N-(4-(4-(4-methoxyphenyl)piperazin-1-yl)quinolin-3-yl)-benzamide